FC(OC=1C(=NC=CC1)OC1=CC(=C(C=C1)C1=C(C(NC(N1C)=O)=O)C)C)F 6-[4-[[3-(DIFLUOROMETHOXY)-2-PYRIDINYL]OXY]-2-METHYLPHENYL]-1,5-DIMETHYL-2,4(1H,3H)-PYRIMIDINEDIONE